5-(3-Cyanophenyl)-2-methyl-N-(3-(2-(pyrrolidin-1-yl)propyl)-1,2,4-thiadiazol-5-yl)furan-3-carboxamide C(#N)C=1C=C(C=CC1)C1=CC(=C(O1)C)C(=O)NC1=NC(=NS1)CC(C)N1CCCC1